S1CCN(CC1)C1=CC=C(S1)\C=C\1/C(=NOC1=O)C(F)(F)F (E)-4-((5-thiomorpholinothiophen-2-yl)methylene)-3-(trifluoromethyl)isoxazol-5(4H)-one